N\C(\CC(=O)OC(C)(C)C)=N/OC(=O)C1(CC1)S(=O)(=O)C tert-butyl (Z)-3-amino-3-(((1-(methylsulfonyl)cyclopropane-1-carbonyl)oxy)imino)propanoate